C(C1=CC=CC=C1)(=O)C1=C(C=CC(=C1)Br)CNC(OC(C)(C)C)=O tert-butyl N-[(2-benzoyl-4-bromophenyl)methyl]carbamate